1,3-di(2-hydroxyhexafluoro-2-propyl)benzene OC(C(F)(F)F)(C(F)(F)F)C1=CC(=CC=C1)C(C(F)(F)F)(C(F)(F)F)O